ClC=1C=NC=C(C1[C@@H](C)OC=1C=C2C(=NN(C2=CC1)C1OCCCC1)C=1C=CC(=NC1)C(=O)NC)Cl 5-(5-((R)-1-(3,5-Dichloropyridin-4-yl)ethoxy)-1-(tetrahydro-2H-pyran-2-yl)-1H-indazol-3-yl)-N-methylpicolinamide